CC1(OCCC(=C1)C1=C(C=CC=C1)[C@@H]1N(CCC1)C(=O)OC(C)(C)C)C tert-butyl (2R)-2-[2-(2,2-dimethyl-5,6-dihydropyran-4-yl)phenyl]pyrrolidine-1-carboxylate